N-(3-(5-chloro-2-methoxyphenyl)-1-(2-(cyclohexylamino)-2-oxoethyl)-1H-pyrazol-4-yl)pyrazolo[1,5-a]pyrimidine-3-carboxamide ClC=1C=CC(=C(C1)C1=NN(C=C1NC(=O)C=1C=NN2C1N=CC=C2)CC(=O)NC2CCCCC2)OC